BrC1=CC(=NC=C1)OC1=CC(=C(C=C1)NC(OC(C)(C)C)=O)F tert-butyl (4-((4-bromopyridin-2-yl)oxy)-2-fluorophenyl)carbamate